methyl 3-bromo-2-fluoro-6-(methylsulfanyl)benzoate BrC=1C(=C(C(=O)OC)C(=CC1)SC)F